(R)-3-Amino-1-(2-((6-amino-9H-purin-9-yl)methyl)-3-((dimethylamino)methyl)-4-(trifluoromethyl)phenyl)-N-cyclopropylpyrrolidin-3-carboxamide N[C@]1(CN(CC1)C1=C(C(=C(C=C1)C(F)(F)F)CN(C)C)CN1C2=NC=NC(=C2N=C1)N)C(=O)NC1CC1